4,6-diphenyl-1,3,5-triazine-2-boronic acid pinacol ester C1(=CC=CC=C1)C1=NC(=NC(=N1)C1=CC=CC=C1)B1OC(C)(C)C(C)(C)O1